[Te].[Sb].[In].[Ag] silver-indium-antimony-tellurium